COC(C1=C(C(=CC=C1)Br)C=O)=O bromo-2-formylbenzoic acid methyl ester